N,N'-ethylenedi(stearamide) 3-(((R)-1-(methyl-d3)pyrrolidin-2-yl)methyl)-1H-indol-4-yl-(S)-3-(aminomethyl)-5-methylhexanoate C(N1[C@H](CCC1)CC1=CNC2=CC=CC(=C12)OC(C[C@H](CC(C)C)CN)=O)([2H])([2H])[2H].C(CNC(CCCCCCCCCCCCCCCCC)=O)NC(CCCCCCCCCCCCCCCCC)=O